toluonitrile C=1(C(=CC=CC1)C#N)C